FC(C=1N=C2N(N=C(C(=C2C)C)N2CC=3C=C(C=NC3CC2)N2CC(OCC2)(C)C)C(C1)=O)F 2-(difluoromethyl)-7-(3-(2,2-dimethylmorpholino)-7,8-dihydro-1,6-naphthyridin-6(5H)-yl)-8,9-dimethyl-4H-pyrimido[1,2-b]pyridazin-4-one